1-(piperidin-1-yl)propane-2-amine N1(CCCCC1)CC(C)N